COCCC1=CC=CC2=C1N=C(O2)C2CCN(CC2)C2=C(C(N(C1=CC=CC=C21)C)=O)C(=O)N 4-{4-[4-(2-methoxyethyl)-1,3-benzooxazol-2-yl]piperidin-1-yl}-1-methyl-2-oxo-1,2-dihydroquinoline-3-carboxamide